4-(4-nitrophenylmethylene)piperidine [N+](=O)([O-])C1=CC=C(C=C1)C=C1CCNCC1